L-isoleucyl-L-proline Methyl Ester COC([C@H]1N(CCC1)C([C@@H](N)[C@@H](C)CC)=O)=O